ClC1=C(C=CC(=C1)Cl)C=1N(C(=CC1C#N)C=1C(=NNC1)C(F)(F)F)COCC[Si](C)(C)C 2-(2,4-dichlorophenyl)-5-[3-(trifluoromethyl)-1H-pyrazol-4-yl]-1-{[2-(trimethylsilyl)ethoxy]methyl}-1H-pyrrole-3-carbonitrile